ClC=1C(=C2C=NNC2=C(C1F)OC1CN(C1)C(CO)=O)C=1N=CC=2N(C1)C=C(N2)NC(C)=O N-(6-(5-chloro-6-fluoro-7-((1-(2-hydroxyacetyl)azetidin-3-yl)oxy)-1H-indazol-4-yl)imidazo[1,2-a]pyrazin-2-yl)acetamide